FC=1C=C(CN2C(=NC3=NC=C(C=C32)N3C=CC=2C3=NC(=CN2)C2=CC(=NN2C)C(F)(F)F)C)C=C(C1)F 1-(3,5-difluorobenzyl)-2-methyl-6-(3-(1-methyl-3-(trifluoromethyl)-1H-pyrazol-5-yl)-5H-pyrrolo[2,3-b]pyrazin-5-yl)-1H-imidazo[4,5-b]pyridine